C(C)SC=1C=C(C(=NC1C1=NC2=C(N=NC(=C2)C(F)(F)F)N1C)I)O 5-ethylsulfanyl-2-iodo-6-[7-methyl-3-(trifluoromethyl)imidazo[4,5-c]pyridazin-6-yl]pyridin-3-ol